(S)-N-(5-cyclopropyl-2-(4-hydroxyazepan-1-yl)phenyl)-5-(pyridin-4-yl)furan-2-carboxamide C1(CC1)C=1C=CC(=C(C1)NC(=O)C=1OC(=CC1)C1=CC=NC=C1)N1CC[C@H](CCC1)O